5-cyclopropyl-6-fluoropyridin-2-amine C1(CC1)C=1C=CC(=NC1F)N